N-(2-(Dimethylamino)ethyl)-6-(2-(4-fluoro-3-methylphenyl)pyridin-3-yl)imidazo[1,2-a]pyridine-3-carboxamide CN(CCNC(=O)C1=CN=C2N1C=C(C=C2)C=2C(=NC=CC2)C2=CC(=C(C=C2)F)C)C